[Cl-].C(C1=CC=CC=C1)[N+](CCC)(CCCC)CCCC Benzyl-dibutyl-propyl-ammonium chloride